tellurophenate [Te]1C(=CC=C1)C(=O)[O-]